diphenylethylene disodium [Na].[Na].C1(=CC=CC=C1)C=CC1=CC=CC=C1